BrC1=C(SC(=C1)Cl)C1OCCO1 2-(3-bromo-5-chlorothiophen-2-yl)-1,3-dioxolane